(3-((1R,4R)-4-((dimethylamino)methyl)-cyclohexyl)-1,2,3-oxadiazol-3-ium-5-yl)((3-(2-(1-methyl-1H-indol-3-yl)acetamido)-5-(trifluoro-methyl)phenyl)carbamoyl)amide CN(C)CC1CCC(CC1)[N+]1=NOC(=C1)[N-]C(NC1=CC(=CC(=C1)C(F)(F)F)NC(CC1=CN(C2=CC=CC=C12)C)=O)=O